C(OC=1C2=C(N=C(N1)NC1CCC(CC1)(O)C)NC=C2C=2C=CC1=C(N(N=N1)C)C2)([2H])([2H])[2H] (1r,4r)-4-((4-(methoxy-d3)-5-(1-methyl-1H-benzo[d][1,2,3]triazol-6-yl)-7H-pyrrolo[2,3-d]pyrimidin-2-yl)amino)-1-methylcyclohexan-1-ol